4,4'-(Hexafluoroisopropylidene)diphthalic hydride FC(C(C(F)(F)F)(C=1C=C(C(C=O)=CC1)C=O)C=1C=C(C(C=O)=CC1)C=O)(F)F